1-methyl-3-trifluoromethyl-N-((3',4',5'-trifluoro-[1,1'-biphenyl]-2-yl)carbamoyl)-1H-pyrazole-4-carboxamide CN1N=C(C(=C1)C(=O)NC(NC1=C(C=CC=C1)C1=CC(=C(C(=C1)F)F)F)=O)C(F)(F)F